1-[5-cyano-2-(trifluoromethyl)-6-[4-(trifluoromethyl)phenyl]pyridine-3-carbonyl]-N-ethyl-piperidine-4-sulfonamide C(#N)C=1C=C(C(=NC1C1=CC=C(C=C1)C(F)(F)F)C(F)(F)F)C(=O)N1CCC(CC1)S(=O)(=O)NCC